N-(Isoindolin-4-yl)-N-(2-(pyridin-4-yl)ethyl)acrylamide bis(2,2,2-trifluoroacetate) FC(C(=O)O)(F)F.FC(C(=O)O)(F)F.C1NCC2=C(C=CC=C12)N(C(C=C)=O)CCC1=CC=NC=C1